O1CCC2=C1C(=CC=C2)S(=O)(=O)Cl 2,3-Dihydro-1-benzofuran-7-sulfonyl chloride